3,5-Difluorobenzoic Acid, Tert-Butyl Ester FC=1C=C(C(=O)OC(C)(C)C)C=C(C1)F